[N+](=O)([O-])[O-].[C+4].[N+](=O)([O-])[O-].[N+](=O)([O-])[O-].[N+](=O)([O-])[O-] Carbon nitrate